N'-benzyl-cyclopropane-1,1-dicarboxamide C(C1=CC=CC=C1)NC(=O)C1(CC1)C(=O)N